(S)-pyrrolidinebutanenitrile N1(CCCC1)CCCC#N